2-(cyclohexanecarboxamido)-5-oxo-5H-thieno[3,2-b]pyran-6-carboxylic acid C1(CCCCC1)C(=O)NC1=CC=2OC(C(=CC2S1)C(=O)O)=O